[NH+]=1N=CNC1 4H-(1,2,4)TRIAZOL-1-IUM